1-(3-ethyl-4-pyridyl)ethyl-methyl-amine C(C)C=1C=NC=CC1C(C)NC